C1(=CC=CC=C1)N1CCN(CC1)C1=CC=C(C=C1)C1CNC(N1)=O 5-(4-(4-phenylpiperazin-1-yl)phenyl)imidazolidin-2-on